5-[[2-[(2R,5S)-2-(6-amino-3-pyridyl)-5-methyl-1-piperidyl]-2-oxo-acetyl]amino]pyridine-3-carboxamide NC1=CC=C(C=N1)[C@@H]1N(C[C@H](CC1)C)C(C(=O)NC=1C=C(C=NC1)C(=O)N)=O